dioleic acid phosphite P(O)(O)O.C(CCCCCCC\C=C/CCCCCCCC)(=O)O.C(CCCCCCC\C=C/CCCCCCCC)(=O)O